1,3-benzoxazol-4-amine O1C=NC=2C1=CC=CC2N